NC=1C(=NC(=CC1)C1=CC=CC=C1)NC1=CC=C(C(=O)OC)C=C1 methyl 4-((3-amino-6-phenylpyridin-2-yl)amino)benzoate